CC1=C(C=NN1C1=CC=C(C=C1)OC(F)(F)F)N1CCN(CC1)CCN1CCOCC1 4-[2-[4-[5-methyl-1-[4-(trifluoromethoxy)phenyl]pyrazol-4-yl]piperazin-1-yl]ethyl]morpholine